COC1=CC=C(CC2C3(CCC(CC2=O)N3)[2H])C=C1 (4-methoxybenzyl)-8-azabicyclo[3.2.1]octane-3-one-1-d